2,6-di-tert-butyl-4-(dimethylamino)phenol C(C)(C)(C)C1=C(C(=CC(=C1)N(C)C)C(C)(C)C)O